ClC1=NC(=C2N=CN(C2=N1)[C@H]1[C@@H]([C@@H]([C@@]2(C[C@H]12)CO)O)O)NC(C1CCCCC1)C1CCCCC1 (1R,2R,3S,4R,5S)-4-(2-Chloro-6-((dicyclohexylmethyl)amino)-9H-purin-9-yl)-1-(hydroxymethyl)bicyclo[3.1.0]hexane-2,3-diol